(R)-8-(8-((3-(trifluoromethyl)pyridin-4-yl)thio)-[1,2,4]tri-azolo[1,5-c]pyrimidin-5-yl)-8-azaspiro[4.5]decan-1-amine FC(C=1C=NC=CC1SC=1C=2N(C(=NC1)N1CCC3(CCC[C@H]3N)CC1)N=CN2)(F)F